(S)-5-(sec-butylamino)benzo[h]isoquinoline [C@H](C)(CC)NC1=C2C=CN=CC2=C2C(=C1)C=CC=C2